CN(CCC1(N(CC1)CCCCCCCC(=O)N(CCCCCCCCCC)CCCCCCCCCC)CCCCCCCC(=O)N(CCCCCCCCCC)CCCCCCCCCC)C 8,8'-((2-(dimethylamino)ethyl)azetidinediyl)bis(N,N-didecyl-octanoamide)